BrC=1C=C(C=C(C1O)Br)C(=O)C1=C(N(C2=C(N=CC=C21)OC)C)CC (3,5-dibromo-4-hydroxyphenyl)(2-ethyl-7-methoxy-1-methyl-1H-pyrrolo[2,3-c]pyridin-3-yl)methanone